9-(2-aminoethyl)-6-chloro-N-(3,4-dichlorobenzyl)-9H-carbazol-2-amine NCCN1C2=CC=C(C=C2C=2C=CC(=CC12)NCC1=CC(=C(C=C1)Cl)Cl)Cl